4,6-di(1-methyl-1-phenylethyl)phenol CC(C)(C1=CC=CC=C1)C1=CC=C(C(=C1)C(C)(C)C1=CC=CC=C1)O